O[C@@H]1[C@@H](CC12CCN(CC2)C(=O)C2CCOCC2)[C@@H]2N1C(C3=CC=CC=C23)=CN=C1 ((1R,2S)-1-hydroxy-2-((S)-5H-imidazo[5,1-a]isoindol-5-yl)-7-azaspiro[3.5]nonan-7-yl)(tetrahydro-2H-pyran-4-yl)methanone